BrC1=CC=C(C=C1)COC(C)(C)C 1-bromo-4-(tert-butoxymethyl)benzene